C1(CCC1)C=1C(=C(C(=O)N)C=CC1NC1=NC=C(C(=N1)NC=1C=CC2=C(NC(O2)=O)C1)C)C(F)(F)F cyclobutyl-4-(5-methyl-4-(2-oxo-2,3-dihydrobenzo[d]oxazol-5-ylamino)pyrimidin-2-ylamino)-2-(trifluoromethyl)benzamide